4-(4-(methylthio)phenoxy)butane-1-sulfonic acid sodium salt [Na+].CSC1=CC=C(OCCCCS(=O)(=O)[O-])C=C1